1,3-dihydrofuro[3,4-c]Pyridine-4-carboxamide C1OCC=2C(=NC=CC21)C(=O)N